tert-butyl N-methyl-N-[[rac-(3R)-1-[4-[(5-cyclopropyl-1H-pyrazol-3-yl)amino]pyrimidin-2-yl]pyrrolidin-3-yl]methyl]carbamate CN(C(OC(C)(C)C)=O)C[C@H]1CN(CC1)C1=NC=CC(=N1)NC1=NNC(=C1)C1CC1 |r|